C(C)OC(=O)N1CC=2N(C=C1)C=CC2 pyrrolo[1,2-a]pyrazine-2-carboxylic acid ethyl ester